Cl.C(C)(=O)C1=CC(=C(C2=C1C(=C(S2)NCC2=CC=CC=C2)C(=O)O)CN2CCN(CC2)C)O acetyl(benzyl)amino-6-hydroxy-7-[(4-methylpiperazin-1-yl)methyl]-1-benzothiophene-3-carboxylate hydrochloride